BrC(C(=O)NC=1C=C(C(=CC1O)F)C1=C(C(=C(C(=C1F)F)O)F)F)(F)F 2-bromo-2,2-difluoro-N-{2',3',5',6,6'-pentafluoro-4,4'-dihydroxy-[1,1-biphenyl]-3-yl}acetamide